FC1(C(CNCC1)C(=O)N1CCN(CC1)C1=NC=C(C=N1)C(F)(F)F)F (4,4-difluoro-3-piperidinyl)-[4-[5-(trifluoromethyl)pyrimidin-2-yl]piperazin-1-yl]methanone